CC=1N(N=C2C(=NN=C(C21)C)N2CC(CCC2)C(=O)N2CCN(CC2)CC)C2=CC=CC=C2 (1-(3,4-dimethyl-2-phenyl-2H-pyrazolo[3,4-d]pyridazin-7-yl)piperidin-3-yl)(4-ethylpiperazin-1-yl)methanone